NC=1C=C(OC1)C(=O)OCC Ethyl 4-aminofuran-2-carboxylat